tert-butyl 7-({4-[(dimethylsulfamoyl)methyl] phenyl} amino)-1,2,3,4-tetrahydro-2,6-naphthyridine-2-carboxylate CN(S(=O)(=O)CC1=CC=C(C=C1)NC1=NC=C2CCN(CC2=C1)C(=O)OC(C)(C)C)C